6-(cyclopropanecarboxamido)-4-((2-methoxy-3-(1-(tetrahydro-2H-pyran-4-yl)-1H-pyrazol-3-yl)phenyl)amino)nicotinamide C1(CC1)C(=O)NC1=NC=C(C(=O)N)C(=C1)NC1=C(C(=CC=C1)C1=NN(C=C1)C1CCOCC1)OC